2-((1s,3s)-3-(5-(1-amino-3,3-difluorocyclobutyl)pyridin-2-yl)cyclobutyl)-N-(3,4-dimethylbenzyl)-7-methoxy-[1,2,4]triazolo[1,5-c]quinazolin-5-amine NC1(CC(C1)(F)F)C=1C=CC(=NC1)C1CC(C1)C1=NN2C(=NC=3C(=CC=CC3C2=N1)OC)NCC1=CC(=C(C=C1)C)C